1,2-dimethyl-7-(pyrimidin-5-yl)-1H-benzo[d]imidazole-5-carboxylate CN1C(=NC2=C1C(=CC(=C2)C(=O)[O-])C=2C=NC=NC2)C